2-((5-bromo-2-((3-fluoro-4-morpholinophenyl)amino)pyrimidin-4-yl)amino)-N-methoxybenzamide BrC=1C(=NC(=NC1)NC1=CC(=C(C=C1)N1CCOCC1)F)NC1=C(C(=O)NOC)C=CC=C1